BrC1=C(CNS(=O)(=O)C2=CC=C(C=C2)NC(=O)C2C(C2)C2=CC=NC=C2)C(=CC=C1)Br N-(4-(N-(2,6-dibromobenzyl)sulfamoyl)phenyl)-2-(pyridin-4-yl)cyclopropane-1-carboxamide